FC=1C=C(CNCCCCOCCNC2=C3C=NNC3=CC(=C2)CC(=O)O)C=C(C1OC(F)(F)F)F 2-(4-((2-(4-((3,5-difluoro-4-(trifluoromethoxy)benzyl)amino)butoxy)ethyl)amino)-1H-indazol-6-yl)acetic acid